(S)-2-ethyl-4-(1-(4-(m-tolyloxy)phenyl)ethylamino)-2,3-dihydro-1H-pyrrolo[3,4-c]pyridin-1-one C(C)N1CC=2C(=NC=CC2C1=O)N[C@@H](C)C1=CC=C(C=C1)OC=1C=C(C=CC1)C